ClC1=NC=CC(=C1)C1=NC=CC(=C1)B(O)O (2'-CHLORO[2,4'-BIPYRIDIN]-4-YL)-BORONIC ACID